C(C)(C)(C)OC(=O)N[C@@H](CC1CCCCC1)C(=O)O N-(tert-butyloxycarbonyl)-3-cyclohexyl-L-alanine